C(#N)N1C(CCC1)C1=NOC(=N1)C=1C(=NC2=CC=CC=C2C1)C#N (3-(1-Cyanopyrrolidin-2-yl)-1,2,4-oxadiazol-5-yl)quinoline-2-carbonitrile